Di(phenyl)(phenylnaphthyl)indolocarbazole C1(=CC=CC=C1)C1=C(C(=C2C(=C1)N=C1C=CC3=C4C=CC=CC4=NC3=C12)C1=C(C=CC2=CC=CC=C12)C1=CC=CC=C1)C1=CC=CC=C1